C(C1=CC=CC=C1)OC1=C(C=C(C(=O)O)C=C1)CNC1=C(C=C(C(=C1)C1=C(C=CC=C1)OCCNC(=O)OC(C)(C)C)F)F 4-benzyloxy-3-[[5-[2-[2-(tert-butoxycarbonylamino)ethoxy]phenyl]-2,4-difluoro-anilino]methyl]benzoic acid